2-[6-amino-5-[8-[2-[3-[3-(hydroxymethyl)-6-azabicyclo[3.2.0]heptan-6-yl]prop-1-ynyl]-4-pyridinyl]-3,8-diazabicyclo[3.2.1]oct-3-yl]pyridazin-3-yl]phenol NC1=C(C=C(N=N1)C1=C(C=CC=C1)O)N1CC2CCC(C1)N2C2=CC(=NC=C2)C#CCN2C1CC(CC1C2)CO